FC(CN1C(=NC2=C1C=C(C=C2)C2=CNC=1N=C(N=C(C12)OC)N[C@H]1CCC(N(C1)C)=O)C)F (S)-5-((5-(1-(2,2-difluoroethyl)-2-methyl-1H-benzo[d]imidazol-6-yl)-4-methoxy-7H-pyrrolo[2,3-d]pyrimidin-2-yl)amino)-1-methylpiperidin-2-one